O1C2=C(OCC1)C=C(C=C2)C(=O)NNC(NC2=NC1=C(N2)C(=CC=C1)OC)=S 2-(2,3-dihydrobenzo[b][1,4]dioxine-6-carbonyl)-N-(7-methoxy-1H-benzo[d]imidazol-2-yl)hydrazinecarbothioamide